methyl 7-(1-(adamantan-1-ylmethyl)-5-methyl-1H-pyrazol-4-yl)-3-((2-(benzodithiazol-2-ylcarbamoyl)phenyl)amino)imidazo[1,2-a]pyridine-8-carboxylate C12(CC3CC(CC(C1)C3)C2)CN2N=CC(=C2C)C2=C(C=3N(C=C2)C(=CN3)NC3=C(C=CC=C3)C(NS3SC2=C(N3)C=CC=C2)=O)C(=O)OC